(S)-4-(3-((tert-butoxycarbonyl)amino)pyrrolidin-1-yl)piperidine-1-carboxylic acid benzyl ester C(C1=CC=CC=C1)OC(=O)N1CCC(CC1)N1C[C@H](CC1)NC(=O)OC(C)(C)C